(1H-pyrazol-1-yl)pyridin N1(N=CC=C1)C1=NC=CC=C1